FC1=C(C(=CC=C1[N+](=O)[O-])C1=CC=CC(=C1)C(C)(C)O)S(=O)(=O)N fluoro-5'-(2-hydroxypropan-2-yl)-4-nitrobiphenyl-2-sulfonamide